[N-]=C=O.NC(=N)N guanidine isocyanate salt